COC1=C(C(=CC=C1)OC1CC(C1)NC)C1=CC(=NN1)NC=1N=CC(=NC1)C#N 5-((5-(2-methoxy-6-((1r,3r)-3-(methylamino)cyclobutoxy)phenyl)-1H-pyrazol-3-yl)amino)pyrazine-2-carbonitrile